5-{4-[2-(2-ethoxyethoxy)ethoxy]phenyl}-2-oxopentanoic acid ethyl ester C(C)OC(C(CCCC1=CC=C(C=C1)OCCOCCOCC)=O)=O